COC(=O)C1=CC2=C(N=C(N2C[C@H]2OCC2)CC2=CC=C(C=C2)C2=CC=CC=3OC(OC32)(C)C3=C(C=C(C=C3)Cl)F)S1 methyl-2-(4-(2-(4-chloro-2-fluorophenyl)-2-methylbenzo[d][1,3]dioxol-4-yl)benzyl)-1-(((S)-oxetan-2-yl)methyl)-1H-thieno[2,3-d]imidazole-5-carboxylate